4-[5-(4-fluorophenyl)-2,3-dihydro-1H-indol-1-yl]-2-methyl-quinazoline FC1=CC=C(C=C1)C=1C=C2CCN(C2=CC1)C1=NC(=NC2=CC=CC=C12)C